C(C1=CC=CC=C1)C1(CC(=NO1)COCC1=CC(=CC=C1)OC)C(=O)OC methyl 5-benzyl-3-(((3-methoxybenzyl)oxy)methyl)-4,5-dihydroisoxazole-5-carboxylate